5-[2-(diethoxyphosphoryl)prop-2-yl]-1-benzothiophene-2-carboxylic acid benzyl ester C(C1=CC=CC=C1)OC(=O)C=1SC2=C(C1)C=C(C=C2)C(C)(C)P(=O)(OCC)OCC